(S)-(1-((1H-1,2,4-triazol-5-yl)sulfonyl)pyrrolidin-3-yl)(4-(6,7-difluoroquinolin-4-yl)piperazin-1-yl)methanone N1N=CN=C1S(=O)(=O)N1C[C@H](CC1)C(=O)N1CCN(CC1)C1=CC=NC2=CC(=C(C=C12)F)F